C(CCC)C1C(=NN(C1(C(=O)NCCCC(CO)(C)C)C)C1=C(C=C(C=C1)F)F)C1=C(C=C(C=C1)F)F butyl-1,3-bis(2,4-difluorophenyl)-N-(5-hydroxy-4,4-dimethylpentyl)-5-methyl-4,5-dihydro-1H-pyrazole-5-carboxamide